3-[5-methoxy-3-[4-(trifluoromethyl)anilino]pyrazin-2-yl]-4H-1,2,4-oxadiazol-5-one COC=1N=C(C(=NC1)C1=NOC(N1)=O)NC1=CC=C(C=C1)C(F)(F)F